COC1=C(C=CC=C1C1=NOC(=N1)CCC)NC1=CC=NC=C1C(=O)NC([2H])([2H])[2H] 4-((2-methoxy-3-(5-(2-methylethyl)-1,2,4-oxadiazol-3-yl)phenyl)Amino)-N-(methyl-d3)nicotinamide